trifluoromethanesulfonic acid methylester COS(=O)(=O)C(F)(F)F